N-[(1S)-2-[[(1S)-2-amino-2-oxo-1-[[(3S)-2-oxo-3-piperidyl]methyl]ethyl]amino]-1-(cyclopropylmethyl)-2-oxo-ethyl]-4-cyano-1H-indole-2-carboxamide NC([C@H](C[C@H]1C(NCCC1)=O)NC([C@H](CC1CC1)NC(=O)C=1NC2=CC=CC(=C2C1)C#N)=O)=O